ethyl 2-(2-((5-(3-(aminomethyl)phenyl)-2-(1-hydroxy ethyl)benzofuran-3-yl)methoxy)-4-methoxyphenyl)acetate NCC=1C=C(C=CC1)C=1C=CC2=C(C(=C(O2)C(C)O)COC2=C(C=CC(=C2)OC)CC(=O)OCC)C1